C1(CCCC1)P(C1=CC(=CC(=C1)OC(F)(F)F)OC(F)(F)F)C1CCCC1 dicyclopentyl-(3,5-di(trifluoromethoxy)phenyl)phosphine